5-(2-((6-chloroisoindolin-5-yl)amino)-5-(trifluoromethyl)pyrimidin-4-yl)thiophene-3-carboxamide ClC1=C(C=C2CNCC2=C1)NC1=NC=C(C(=N1)C1=CC(=CS1)C(=O)N)C(F)(F)F